N-(3-cyano-1-methyl-1H-pyrazol-4-yl)-6-cyclopropylpyridine-3-carboxamide C(#N)C1=NN(C=C1NC(=O)C=1C=NC(=CC1)C1CC1)C